methyl 4'-bromo-3,4-dihydroxy-2'-oxospiro[cyclopentane-1,3'-indoline]-6'-carboxylate BrC1=C2C3(C(NC2=CC(=C1)C(=O)OC)=O)CC(C(C3)O)O